N-(3',4'-dichloro-5-fluoro-1,1'-biphenyl-2-yl)-3-(difluoromethyl)-1-methyl-1H-pyrazole-4-carboxamide ClC=1C=C(C=CC1Cl)C1=C(C=CC(=C1)F)NC(=O)C=1C(=NN(C1)C)C(F)F